C(C)(C)(C)OC(NC1=C(C(=CC=C1)CN1CCOCC1)F)=O (2-fluoro-3-(morpholinomethyl)phenyl)carbamic acid tert-butyl ester